6-fluoro-3-(3-fluoroazetidin-1-yl)-7-(2,3,5-trifluorophenyl)thieno[3,2-b]Pyridine-2-carboxylic acid methyl ester COC(=O)C1=C(C2=NC=C(C(=C2S1)C1=C(C(=CC(=C1)F)F)F)F)N1CC(C1)F